ClC=1C(=NC(=NC1)NC1CCOCC1)C1=CC=C2CN(C(C2=C1)=O)CC(=O)NC(C)C=1N=C(SC1)C(C)C 2-(6-{5-chloro-2-[(oxan-4-yl)amino]pyrimidin-4-yl}-1-oxo-2,3-dihydro-1H-isoindol-2-yl)-N-{1-[2-(propan-2-yl)-1,3-thiazol-4-yl]ethyl}acetamide